(3-nitro-4-(((tetrahydro-2H-pyran-4-yl)methyl)amino)phenyl)sulfonyl-benzamide [N+](=O)([O-])C=1C=C(C=CC1NCC1CCOCC1)S(=O)(=O)C1=C(C(=O)N)C=CC=C1